COC1=CC=C(C=C1)C=1OC=NN1 (4-methoxyphenyl)-1,3,4-oxadiazole